P(SCCCCCCCC)(SCCCCCCCC)SCCCCCCCC trioctyl trithiophosphite